C(C)(C)(C)OC1=NC=C(C(=N1)OC(C)(C)C)C=1C=C(C=2N(N1)C=CN2)OCC(C)C 6-(2,4-di-tert-butoxypyrimidin-5-yl)-8-isobutoxyimidazo[1,2-b]pyridazine